FC1=C(C=CC(=O)O)C(=CC=C1)F 2,6-difluorocinnamic acid